(8S,9R,10S,11S,13S,14S,16S,17R)-9-Fluoro-11,17-dihydroxy-17-(2-hydroxyacetyl)-10,13,16-trimethyl-6,7,8,11,12,14,15,16-octahydro-cyclopenta[a]phenanthren-3-one F[C@]12[C@H](C[C@@]3([C@]([C@H](C[C@H]3[C@@H]1CCC1=CC(C=C[C@]21C)=O)C)(C(CO)=O)O)C)O